(1R,2S,5S)-3-((S)-3,3-dimethyl-2-(2,2,2-trifluoroacetamido)butanoyl)-N-((3-(dimethylamino)propyl)carbamoyl)-N-ethyl-6,6-dimethyl-3-azabicyclo[3.1.0]hexane-2-carboxamide CC([C@@H](C(=O)N1[C@@H]([C@H]2C([C@H]2C1)(C)C)C(=O)N(CC)C(NCCCN(C)C)=O)NC(C(F)(F)F)=O)(C)C